5-(1-(piperidin-4-yl)-1H-pyrazol-4-yl)pyridin N1CCC(CC1)N1N=CC(=C1)C=1C=CC=NC1